1-[2-[[3-(2-cyanophenoxy)-2-hydroxypropyl]amino]ethyl]-3-phenylurea C(#N)C1=C(OCC(CNCCNC(=O)NC2=CC=CC=C2)O)C=CC=C1